2-(((S)-1-(1H-tetrazol-1-yl)propan-2-yl)oxy)-4-(2-((1-((1r,4r)-4-((1R,5S)-3-oxa-8-azabicyclo[3.2.1]octan-8-yl)cyclohexyl)-3-hydroxy-1H-pyrazol-4-yl)amino)pyrimidin-5-yl)benzonitrile N1(N=NN=C1)C[C@H](C)OC1=C(C#N)C=CC(=C1)C=1C=NC(=NC1)NC=1C(=NN(C1)C1CCC(CC1)N1[C@H]2COC[C@@H]1CC2)O